N[C@@H](CS)C(=O)O (L)-cysteine